C(C)(C)(C)OC(=O)N1C[C@H](OCC2(CCO2)C1)C(=O)O (7S)-9-[(tert-butoxy)carbonyl]-1,6-dioxa-9-azaspiro[3.6]decane-7-carboxylic acid